ClC=1C=C(C=2N(N1)C=NN2)Cl 6,8-dichloro-[1,2,4]triazolo[4,3-b]pyridazine